2-methoxy-N-methyl-N-[(E)-[5-(trifluoromethyl)-2-pyridyl]methyleneamino]acetamide COCC(=O)N(/N=C/C1=NC=C(C=C1)C(F)(F)F)C